C[Se](=O)C methyl selenoxide